(E)-N-(5-((4-(1H-pyrrolo[2,3-b]pyridin-1-yl)pyrimidin-2-yl)amino)-2,4-dimethoxyphenyl)-4-(piperidin-1-yl)but-2-enamide N1(C=CC=2C1=NC=CC2)C2=NC(=NC=C2)NC=2C(=CC(=C(C2)NC(\C=C\CN2CCCCC2)=O)OC)OC